ClC=1C=C(C=CC1)N1C(CC(C1)COC1=CC=C(C=C1)S(=O)(=O)C)C 3-chlorophenyl-2-methyl-4-((4-(methylsulfonyl)phenoxy)methyl)pyrrolidine